ethyl-1,3-dihydro-2H-indole C(C)N1CCC2=CC=CC=C12